OC=1C=C(C=CC1)C1=CC=C(C=C1)C1=CC=CC=C1 3-hydroxy-(1,1':4',1''-terphenyl)